6-(4-((2R,6S)-4-acryloyl-6-((methylamino)methyl)morpholin-2-yl)-6-chloropyridin-2-yl)-N-methylpyrimidine-4-carboxamide C(C=C)(=O)N1C[C@H](O[C@H](C1)CNC)C1=CC(=NC(=C1)Cl)C1=CC(=NC=N1)C(=O)NC